[Cl-].C(CC)O[NH3+] (propoxy)ammonium chloride